(2S,3S,4S)-Dibenzyl 4-fluoro-3-hydroxypyrrolidine-1,2-dicarboxylate F[C@@H]1[C@H]([C@H](N(C1)C(=O)OCC1=CC=CC=C1)C(=O)OCC1=CC=CC=C1)O